ClC1=CC=C(C=C1)C=1N=NC(=C2C1C=NC=C2)N[C@H]2CN(C[C@@H](C2)F)C(=O)OC(C)(C)C (3R,5R)-tert-butyl 3-((4-(4-chlorophenyl)pyrido[3,4-d]pyridazin-1-yl)amino)-5-fluoropiperidine-1-carboxylate